NC=1C2=C(N=CN1)N(C=C2C2=NN(C=C2)C)C=2C=C(C=NC2)CNC(=O)NC2=NC(=CC=C2)N2CCC2 1-({5-[4-amino-5-(1-methyl-1H-pyrazol-3-yl)-7H-pyrrolo[2,3-d]pyrimidin-7-yl]pyridin-3-yl}methyl)-3-[6-(azetidin-1-yl)pyridin-2-yl]urea